N-(4-{[6-(5-chloro-2-fluorophenyl)pyridazin-4-yl]amino}pyridin-2-yl)cyclopropanecarboxamide ClC=1C=CC(=C(C1)C1=CC(=CN=N1)NC1=CC(=NC=C1)NC(=O)C1CC1)F